N-tert-butoxycarbonyl-N-(2-(4-aminophenyl)ethyl)-N-(4-aminobenzyl)amine C(C)(C)(C)OC(=O)N(CC1=CC=C(C=C1)N)CCC1=CC=C(C=C1)N